COC[C@H](C)OC1=C(OC(C=C1)=O)C(=O)O [(2S)-1-methoxypropan-2-yl]oxy-6-oxopyran-2-carboxylic acid